CC1N(CC=2N(C1)N=C(C2)C(=O)OCC)CC[N+](=O)[O-] ethyl 6-methyl-5-(2-nitroethyl)-6,7-dihydro-4H-pyrazolo[1,5-a]pyrazine-2-carboxylate